2,4,5-trifluoro-phenyl-methyl-amine FC1=C(C=C(C(=C1)F)F)NC